(7-fluoro-4-((4-fluoro-3-methyl phenyl)carbamoyl)-2,3-dihydro-1H-inden-1-yl) carbamate C(N)(OC1CCC2=C(C=CC(=C12)F)C(NC1=CC(=C(C=C1)F)C)=O)=O